C(C)OC=1C(=NC(=C(C1)N1[C@@H](CN(CC1)C(C1=C(C=C(C=C1)F)C(F)(F)F)=O)CC)C(=O)NCCNC)C=1C=NC=CC1 ethoxy-5-[(2R)-2-ethyl-4-[4-fluoro-2-(trifluoromethyl)benzoyl]piperazin-1-yl]-N-[2-(methylamino)ethyl]-[2,3'-bipyridine]-6-carboxamide